2-(4-chloropyridin-2-yl)-4,6-diphenyl-1,3,5-triazine ClC1=CC(=NC=C1)C1=NC(=NC(=N1)C1=CC=CC=C1)C1=CC=CC=C1